[Al].[Cu].O water copper aluminium